FC1=CC=C(C=C1)C=1N=CN(C1C1=CC(=NC=C1)NC(C1=CC=CC=C1)=O)CC(N1CCNCC1)=O N-{4-[4-(4-fluorophenyl)-1-[2-oxo-2-(piperazin-1-yl)ethyl]-1H-imidazol-5-yl]pyridin-2-yl}benzamide